5-(2-(2,6-difluorophenyl)pyrrolidin-1-yl)-3-fluoro-N-((R,E)-4-(methylsulfonyl)but-3-en-2-yl)picolinamide FC1=C(C(=CC=C1)F)C1N(CCC1)C=1C=C(C(=NC1)C(=O)N[C@H](C)\C=C\S(=O)(=O)C)F